NC(C(=O)NCC1=C(C(=CC(=C1)Cl)C)O)=C (S)-2-amino-N-(5-chloro-2-hydroxy-3-methylbenzyl)acrylamide